6-(difluoromethyl)-3-pyridazinacetic acid FC(C1=CC=C(N=N1)CC(=O)O)F